C1=CC=CC=2C3=CC=CC=C3C(C12)COC(=O)N1CCC2(CC(C2)C(=O)O)CC1 7-(((9H-fluoren-9-yl)methoxy)carbonyl)-7-azaspiro[3.5]nonane-2-carboxylic acid